C(C)OCC=1C=C2NC=3C=CC(=CC3C(C2=CC1)(C)C)CN1CCN(CC1)CCNCC(C)(O)C 1-((2-(4-((6-(ethoxymethyl)-9,9-dimethyl-9,10-dihydroacridin-2-yl)methyl)piperazin-1-yl)ethyl)amino)-2-methylpropan-2-ol